3-(4-Benzylpiperazin-1-yl)-2-methoxypropan-1-ol C(C1=CC=CC=C1)N1CCN(CC1)CC(CO)OC